6-(4-fluorobenzyl)-3-methylindole FC1=CC=C(CC2=CC=C3C(=CNC3=C2)C)C=C1